OC1=CC(=CC=2C(C3=C(C(=CC=C3C(C12)=O)O)COCC)=O)O 1,3,6-trihydroxy-5-ethoxymethylanthraquinone